OC(C(=O)OC(CCCCCCCCC)CCCCCCCC)CCCCCCCCCCCCCCCC Octyldecyl Hydroxystearate